FC(C1N(C2=CC=C(C=C2C1)F)S(=O)(=O)C1=CC=C(C)C=C1)F 2-(difluoromethyl)-5-fluoro-1-tosylindoline